[4-(4-propylphenyl)phenyl]boric acid C(CC)C1=CC=C(C=C1)C1=CC=C(C=C1)OB(O)O